N1(CCCC2=CC=CC=C12)C1=NN=C2N1C1=CC(=CC=C1C=N2)N (3,4-dihydro-quinolin-1(2H)-yl)-[1,2,4]triazolo[4,3-a]quinazolin-8-amine